C(=O)(O)C1C2C=CC(C1C(=O)O)C2 5,6-dicarboxyl-norbornene